OC1=C(C(=O)O)C(=CC(=C1)O)CCC 2,4-dihydroxy-6-propyl-benzoic acid